Cl.COC1=CN=CC=2N=C(N=C(C21)N2CCC1(CCNC1)CC2)C2=CC=NC=C2 5-methoxy-2-(pyridin-4-yl)-4-(2,8-diazaspiro[4.5]decan-8-yl)pyrido[3,4-d]pyrimidine hydrochloride